FC1(CCC(CC1)[C@H](NC(=O)C1=NON=C1CC)C=1N=C2N(N=C(C=C2)C[C@@H]2C(NCCC2)=O)C1)F N-((S)-(4,4-difluorocyclohexyl)(6-(((R)-2-oxopiperidin-3-yl)methyl)imidazo[1,2-b]pyridazin-2-yl)methyl)-4-ethyl-1,2,5-oxadiazole-3-carboxamide